(R)-9-(2-(3-amino-3-(4-(trifluoromethyl)pyridin-2-yl)pyrrolidin-1-yl)-6-bromo-4-chlorobenzyl)-9H-purin-6-amine N[C@]1(CN(CC1)C1=C(CN2C3=NC=NC(=C3N=C2)N)C(=CC(=C1)Cl)Br)C1=NC=CC(=C1)C(F)(F)F